6-fluoro-7-(2-fluoro-6-methoxyphenyl)-4-hydroxy-1-(4-isopropyl-6-methylpyrimidin-5-yl)-3-nitro-1,8-naphthyridin-2(1H)-one FC=1C=C2C(=C(C(N(C2=NC1C1=C(C=CC=C1OC)F)C=1C(=NC=NC1C)C(C)C)=O)[N+](=O)[O-])O